ClC=1C(=NC(=NC1)NC1CCOCC1)C=1C=C2N(CCN(C2=O)[C@@H](C(=O)N[C@H](CO)C=2C=C(C=CC2)C)C)C1 (R)-2-(7-(5-Chloro-2-((tetrahydro-2H-pyran-4-yl)amino)pyrimidin-4-yl)-1-oxo-3,4-dihydropyrrolo[1,2-a]pyrazin-2(1H)-yl)-N-((S)-2-hydroxy-1-(m-tolyl)ethyl)propanamide